4-(9-(dimethylamino)-2,2,4,11,11-pentamethylnaphtho[2,3-g]quinolin-1-ium-1-yl)butanoic acid CN(C1=CC=2C(C=3C(C=C4C(=CC([N+](=C4C3)CCCC(=O)O)(C)C)C)=CC2C=C1)(C)C)C